FC1=C(C=C(C=C1)C(F)(F)F)NC(=O)NC1=CC=C(C=C1)OC1=NC=NC2=CC(=C3C(=C12)OCCO3)OCCCN3CCOCC3 1-(2-fluoro-5-(trifluoromethyl)phenyl)-3-(4-((5-(3-morpholinopropoxy)-2,3-dihydro-[1,4]dioxino[2,3-f]quinazolin-10-yl)oxy)phenyl)urea